2,3,5,6-tetramethyl-para-phenylenediamine CC1=C(C(=C(C(=C1C)N)C)C)N